OC=1C=C(C2=C(C=CC=C2C1)C#C[Si](C(C)C)(C(C)C)C(C)C)C=O (3-hydroxy-8-((triisopropylsilyl)ethynyl)naphthalen-1-yl)methanone